C(C)N1N=C(N=C1)C=1C(=C(C=CC1)NC1=CC(=NC=C1C(CC)=O)NC(=O)C1CC1)OC N-(4-((3-(1-ethyl-1H-1,2,4-triazol-3-yl)-2-methoxyphenyl)amino)-5-propionylpyridin-2-yl)cyclopropanecarboxamide